methyl (2R)-2-[(tert-butoxycarbonyl)amino]-3-hydroxypropanoate C(C)(C)(C)OC(=O)N[C@@H](C(=O)OC)CO